Isopropyl Palmitate C(CCCCCCCCCCCCCCC)(=O)OC(C)C